N1=NC=C2N1C=CN=C2 Triazolo[1,5-a]Pyrazin